CNC(CCCCCCCCCCCCCCCCCCC)=O N-methylicosaneamide